FC=1C=C(C(=O)N2C[C@H](N([C@@H](C2)C)C(=O)C2=C(C=C(C=C2)OC)F)C)C=CC1OC ((2R,6R)-4-(3-fluoro-4-methoxybenzoyl)-2,6-dimethylpiperazin-1-yl)(2-fluoro-4-methoxyphenyl)methanone